2-isopropyl-5-methyl-2-hexene C(C)(C)C(C)=CCC(C)C